COC(COCCOCCO)O monomethoxytriethylene glycol